CC=1SC=C(N1)[C@H]1N(OCC1)C(=O)[C@@H]1CC[C@H](CC1)CN1N=CC2=CC=C(C=C12)C(=O)N trans-1-[[4-[(3S)-3-(2-methylthiazol-4-yl)isoxazolidine-2-carbonyl]cyclohexyl]methyl]indazole-6-carboxamide